[(2R)-3-hexadecanoyloxy-2-[4-[3-[(E)-[3-hydroxy-2-[(Z)-oct-2-enyl]-5-oxocyclopentylidene]methyl]oxiran-2-yl]butanoyloxy]propyl] 2-(trimethylazaniumyl)ethyl phosphate P(=O)(OC[C@@H](COC(CCCCCCCCCCCCCCC)=O)OC(CCCC1OC1/C=C/1\C(C(CC1=O)O)C\C=C/CCCCC)=O)(OCC[N+](C)(C)C)[O-]